BrC1=CC=C(C=C1)C1=NC(=NN1C1=CC=CC=C1)C(F)(F)F 5-(4-bromophenyl)-1-phenyl-3-(trifluoromethyl)-1,2,4-triazole